CN1CCN(CC1)CC=1C=C2C(=NC1)NC=C2C2=CC=C1C(NC3(C1=C2)CCCCC3)=O 6'-(5-((4-methylpiperazin-1-yl)methyl)-1H-pyrrolo[2,3-b]pyridin-3-yl)spiro[cyclohexane-1,1'-isoindolin]-3'-one